NC=1SC2=NC(=CC(=C2N1)C)OCCNC(OC(C)(C)C)=O tert-butyl (2-((2-amino-7-methylthiazolo[5,4-b]pyridin-5-yl)oxy)ethyl)carbamate